5-(1H-benzo[d]imidazol-1-yl)-6'-phenyl-[1,1':2',1''-terphenyl]-3-ol N1(C=NC2=C1C=CC=C2)C=2C=C(C=C(C2)C=2C(=CC=CC2C2=CC=CC=C2)C2=CC=CC=C2)O